7,7-dimethyl-9-nitro-6a,7,12,12a-tetrahydro-6H,13H-thiochromeno[3',4':5,6]thiopyrano[4,3-b]quinoline CC1(C2C(NC3=CC=C(C=C13)[N+](=O)[O-])C1=C(SC2)C=2C=CC=CC2SC1)C